FC(C([B])(F)F)C(F)(F)F trifluoro(3,3,3-trifluoropropyl)boron